CC=1C(=NC=CC1OC1=CC=C(C=C1)C(C(=O)NC1=CC(=C(C=C1)CN1CCN(CC1)C)C(F)(F)F)=O)C(=O)N methyl-4-(4-(2-((4-((4-methylpiperazin-1-yl)methyl)-3-(trifluoromethyl)phenyl)amino)-2-oxoacetyl)phenoxy)pyridinecarboxamide